C(C)(C)(C)OC(=O)N1CC(C1)N(C)S(=O)(=O)C 3-(N-Methylmethylsulfonylamino)azetidine-1-carboxylic acid tert-butyl ester